(R)-5-(3-benzylthioureido)-2-methyl-N-(1-(naphthalen-1-yl)ethyl)benzamide C(C1=CC=CC=C1)NC(NC=1C=CC(=C(C(=O)N[C@H](C)C2=CC=CC3=CC=CC=C23)C1)C)=S